C(C)OC[C@]1(CN(CC1)C(C=1C=NC=CC1)C=1C=NC=CC1)CCC1=CC=C(C=C1)F |o1:4| (R or S)-3,3'-((3-(ethoxymethyl)-3-(4-fluorophenethyl)pyrrolidin-1-yl)methylene)dipyridine